5-(4-bromo-2-methylbenzyl)-2-cyclopropyl-4H-thieno[2,3-c]pyrrol-6(5H)-one BrC1=CC(=C(CN2C(C3=C(C2)C=C(S3)C3CC3)=O)C=C1)C